C(C)(C)(C)C1=CC2=C(SC=C2NC2=CC=C(C=C2)C(C)(C)C)C=C1 5-t-butyl-N-(4-t-butylphenyl)benzo[b]thiophen-3-amine